ClCCN1CC2(C1)CCOCC2 2-(2-chloroethyl)-7-oxa-2-azaspiro[3.5]nonane